(R)-N-(5-chloro-6-(2H-1,2,3-triazol-2-yl)pyridin-3-yl)-2-fluoro-8,8-dimethyl-7,8-dihydro-6H-cyclopenta[e]pyrazolo[1,5-a]pyrimidine-6-carboxamide ClC=1C=C(C=NC1N1N=CC=N1)NC(=O)[C@@H]1CC(C2=C1C=NC=1N2N=C(C1)F)(C)C